The molecule is a 3beta-hydroxy steroid that is ecdysone in which the hydroxy group at position 25 is replaced by a hydrogen. It is a 3beta-hydroxy steroid, a 2beta-hydroxy steroid, a 14alpha-hydroxy steroid, a 22-hydroxy steroid, a 6-oxo steroid and an enone. It derives from an ecdysone. It derives from a hydride of a 5beta-cholestane. C[C@@H]([C@H]1CC[C@@]2([C@@]1(CC[C@H]3C2=CC(=O)[C@H]4[C@@]3(C[C@@H]([C@@H](C4)O)O)C)C)O)[C@@H](CCC(C)C)O